FC=1C=CC(=NC1)N1CCN(C2=CC=CC=C12)C(=O)NC1CN(CC1)C 4-(5-fluoropyridin-2-yl)-N-(1-methylpyrrolidin-3-yl)-3,4-Dihydroquinoxaline-1(2H)-carboxamide